[Na+].[Na+].ON=[N+]([O-])N1[C@@H](CCC1)C(=O)[O-].ON=[N+]([O-])N1[C@@H](CCC1)C(=O)[O-] 1-(hydroxy-NNO-azoxy)-L-proline, disodium salt